FC(S(=O)(=O)OC1=C(CCN(C1)C(=O)OC(C)(C)C)C(=O)OCC)(F)F 1-(tert-butyl) 4-ethyl 5-(((trifluoromethyl) sulfonyl)oxy)-3,6-dihydropyridine-1,4(2H)-dicarboxylate